(S)-3,3-diethyl-2-butylamine C(C)C([C@H](C)N)(C)CC